C(C)(=O)C1=C(C=C(C=C1)Cl)C=1C(=NN(C(C1)=O)[C@H](C(=O)O)C(C)C1=CC=CC=C1)OC (S)-2-(4-(2-acetyl-5-chlorophenyl)-3-methoxy-6-oxopyridazin-1(6H)-yl)-3-phenylbutyric acid